6-[[1-[2-oxo-2-[4-[5-(trifluoromethyl)pyrimidin-2-yl]piperazin-1-yl]ethyl]cyclopropyl]methylamino]-4-(trifluoromethyl)-2-(2-trimethylsilylethoxymethyl)pyridazin-3-one O=C(CC1(CC1)CNC=1C=C(C(N(N1)COCC[Si](C)(C)C)=O)C(F)(F)F)N1CCN(CC1)C1=NC=C(C=N1)C(F)(F)F